7-chloro-1-(3-methoxy-1,2,4-thiadiazol-5-yl)-4-oxo-1,4-dihydro-1,8-naphthyridine-3-carboxylic acid ethyl ester C(C)OC(=O)C1=CN(C2=NC(=CC=C2C1=O)Cl)C1=NC(=NS1)OC